7-cyclopropyl-3-(4-fluorophenyl)-1H-indole-2-carboxylic acid C1(CC1)C=1C=CC=C2C(=C(NC12)C(=O)O)C1=CC=C(C=C1)F